Calcium Bismuth [Bi].[Ca]